4-(6-chloroindolin-1-yl)-6-(6-methoxypyrazin-2-yl)quinazoline ClC1=CC=C2CCN(C2=C1)C1=NC=NC2=CC=C(C=C12)C1=NC(=CN=C1)OC